C(#N)C1=CC(=C(OC2=C(C(=O)NC3=CC(=NC=C3)S(=O)C)C(=C(C=N2)C2=CC=C(C=C2)C(F)F)C)C=C1)OC 2-(4-cyano-2-methoxyphenoxy)-5-(4-(difluoromethyl)phenyl)-4-methyl-N-(2-(methylsulfinyl)pyridin-4-yl)nicotinamide